BrC1=CC(=C2C(C=COC2=C1)=O)F 7-bromo-5-fluoro-4H-chromen-4-one